4-{6-[2-(7-Chloro-2,4-dimethyl-indol-1-yl)-ethylamino]-pyrimidin-4-yl}-2-((E)-2-fluoro-vinylsulfanyl)-benzoic acid ClC=1C=CC(=C2C=C(N(C12)CCNC1=CC(=NC=N1)C1=CC(=C(C(=O)O)C=C1)S\C=C\F)C)C